2-(2-bromo-5-methyl-8-oxo-5,8-dihydrospiro[cyclopenta[d][1,2,4]triazolo[1,5-a]pyrimidine-7,4'-piperidin]-4(6H)-yl)-N-(2-fluoro-4-(trifluoromethyl)phenyl)acetamide hydrochloride Cl.BrC1=NN2C(N(C3=C(C2=O)C2(CCNCC2)CC3C)CC(=O)NC3=C(C=C(C=C3)C(F)(F)F)F)=N1